(S)-methyl 5-fluoro-4-(2-(2-hydroxypropan-2-yl)-1-methyl-1H-imidazol-4-yl)-2-((1,1,1-trifluoropropan-2-yl)oxy)benzoate FC=1C(=CC(=C(C(=O)OC)C1)O[C@H](C(F)(F)F)C)C=1N=C(N(C1)C)C(C)(C)O